ClC=1C(=CC=C2C=CC(=NC12)NC1=CC2=C(OC(O2)(F)F)C=C1)C=1CCOCC1 8-Chloro-N-(2,2-difluorobenzo[d][1,3]dioxol-5-yl)-7-(3,6-dihydro-2H-pyran-4-yl)quinolin-2-amine